COC1=CC=C(C=C1)CNC1=C(C=CC=C1)C(=O)C1=CC=NC=C1 [(4-methoxyphenyl)methyl]-2-(pyridine-4-carbonyl)aniline